4-(4-(8-(5-cyclopropyl-2-ethoxy-4-(methoxycarbonyl)benzyl)-3-oxo-2,8-diazaspiro[4.5]decan-2-yl)benzamido)butane-1-sulfonic acid C1(CC1)C=1C(=CC(=C(CN2CCC3(CC(N(C3)C3=CC=C(C(=O)NCCCCS(=O)(=O)O)C=C3)=O)CC2)C1)OCC)C(=O)OC